4-methyl-5-(quinolin-5-yl)-N-(2-(trifluoromethyl)pyridin-4-yl)nicotinamide CC1=C(C=NC=C1C(=O)NC1=CC(=NC=C1)C(F)(F)F)C1=C2C=CC=NC2=CC=C1